N1-(3-((3,5-dimethoxyphenyl)ethynyl)-1H-pyrrolo[2,3-b]Pyridin-6-yl)benzene-1,2-diamine COC=1C=C(C=C(C1)OC)C#CC1=CNC2=NC(=CC=C21)NC=2C(=CC=CC2)N